(S)-5-(2-Aminopropoxy)-2-methyl-N-(1-(2-methyl-7-(thiophen-2-yl)quinolin-5-yl)cyclopropyl)benzamide N[C@H](COC=1C=CC(=C(C(=O)NC2(CC2)C2=C3C=CC(=NC3=CC(=C2)C=2SC=CC2)C)C1)C)C